benzyl (((di-tert-butoxyphosphoryl)oxy)methyl) phthalate C(C=1C(C(=O)OCOP(=O)(OC(C)(C)C)OC(C)(C)C)=CC=CC1)(=O)OCC1=CC=CC=C1